aza-1-tert-butyl formate C(=O)OCN(C)C